(1S,2R)-2-((S)-5-chloro-8-hydroxy-1-((6-oxo-5-azaspiro[2.4]hept-5-yl)methyl)-1,2,3,4-tetrahydroisoquinoline-2-carbonyl)-1-methylcyclohexane-1-carboxylic acid 2,4-dimethoxybenzyl ester COC1=C(COC(=O)[C@@]2([C@@H](CCCC2)C(=O)N2[C@@H](C3=C(C=CC(=C3CC2)Cl)O)CN2CC3(CC3)CC2=O)C)C=CC(=C1)OC